1-(4-{5-[2-(2-Amino-ethoxy)-ethoxy]-benzoimidazol-1-yl}-phenyl)-3-(5-tert-butyl-2H-pyrazol-3-yl)-urea NCCOCCOC1=CC2=C(N(C=N2)C2=CC=C(C=C2)NC(=O)NC=2NN=C(C2)C(C)(C)C)C=C1